NC1=C2C(N(C(C2=CC(=C1)CCO)=O)C1C(NC(CC1)=O)=O)=O 4-amino-2-(2,6-dioxopiperidin-3-yl)-6-(2-hydroxyethyl)isoindoline-1,3-dione